COCCOCC(=O)N1CCN(CC1)C=1SC=C(N1)C(=O)NC(C(=O)NC(C(=O)OC)=C)=C Methyl 2-(2-(2-(4-(2-(2-methoxyethoxy)acetyl)piperazin-1-yl)thiazole-4-carboxamido)acrylamido)acrylate